COC1=C(C=C(C(=C1)N1CC2(C1)CCCN2C)N)NC2=NC=CC(=N2)C=2C=NN1C2C=CC=C1 4-Methoxy-6-(8-methyl-2,8-diazaspiro[3.4]octan-2-yl)-N'-(4-pyrazolo[1,5-a]pyridin-3-ylpyrimidin-2-yl)benzene-1,3-diamine